3-methoxy-1-adamantyl methacrylate C(C(=C)C)(=O)OC12CC3(CC(CC(C1)C3)C2)OC